1-(6-fluoro-4-(4-fluorophenyl)-3,4-dihydroquinoxalin-1(2H)-yl)-3-morpholinopropan FC=1C=C2N(CCN(C2=CC1)CCCN1CCOCC1)C1=CC=C(C=C1)F